(1R,3S,5R)-2-(2-(3-acetyl-7-methyl-5-(2-methylpyrimidin-5-yl)-1H-indazol-1-yl)acetyl)-N-((S)-1-cyclohexylethyl)-5-methyl-2-azabicyclo[3.1.0]hexane-3-carboxamide C(C)(=O)C1=NN(C2=C(C=C(C=C12)C=1C=NC(=NC1)C)C)CC(=O)N1[C@@H]2C[C@@]2(C[C@H]1C(=O)N[C@@H](C)C1CCCCC1)C